ClCC1=CC=C(C(=O)NC=2C=C3C=CNC3=CC2)C=C1 4-(chloromethyl)-N-(1H-indol-5-yl)benzamide